di-quinoxalino[2,3-a:2',3'-c]phenazine C1=CC=CC2=NC3=C(C4=NC5=CC=CC=C5N=C4C4=C3N=C3C=CC=CC3=N4)N=C12